4-(2,4-dioxotetrahydropyrimidin-1(2H)-yl)benzenesulfonyl fluoride O=C1N(CCC(N1)=O)C1=CC=C(C=C1)S(=O)(=O)F